CC=1C=CC=C2C(=C(NC12)C(=O)O)C1=C(C=CC=C1)C 7-methyl-3-(o-tolyl)-1H-indole-2-carboxylic acid